piperidine-4-carboxamide monohydrochloride monohydrate O.Cl.N1CCC(CC1)C(=O)N